ClC1=C(C=CC=C1)C1=NN2C(N=C(C=C2C2=CC=C(C=C2)OC)N2[C@@H](CCC2)CO)=C1C1=CC=C(C=C1)Cl [(2S)-1-[2-(2-chlorophenyl)-3-(4-chlorophenyl)-7-(4-methoxyphenyl)pyrazolo-[1,5-a]pyrimidin-5-yl]pyrrolidin-2-yl]methanol